C1(CCC1)NC=1C2=C(N=C(N1)NC1=CC=C(C=3OCCOC31)C(=O)N3CCN(CC3)C3COC3)NC=C2C#N 4-(cyclobutylamino)-2-((8-(4-(oxetan-3-yl)piperazine-1-carbonyl)-2,3-dihydrobenzo[b][1,4]dioxin-5-yl)amino)-7H-pyrrolo[2,3-d]pyrimidine-5-carbonitrile